FC=1C=C(C2=C(C(=C(O2)C(C(C)C)N)C)C1)F 1-(5,7-difluoro-3-methylbenzofuran-2-yl)-2-methylpropan-1-amine